N1C=CC=CN=C1 1,6-diazepine